C(C)(C)(C)OC(NCC1CCN(CC1)C1=NC=CC(=N1)C(CC(=O)C1=C(C=CC=C1)O)O)=O ((1-(4-(1-hydroxy-3-(2-hydroxyphenyl)-3-oxopropyl)pyrimidin-2-yl)piperidin-4-yl)methyl)carbamic acid tert-butyl ester